FC=1C=C(C=CC1F)[C@H]1[C@@H](CN(C1)CCOC)NC(=O)NC1=C(C(=NN1C1=CC=CC=C1)C=1C=NN(C1)CCO)C 1-((3S,4R)-4-(3,4-difluorophenyl)-1-(2-methoxyethyl)pyrrolidin-3-yl)-3-(1'-(2-hydroxyethyl)-4-methyl-1-phenyl-1H,1'H-[3,4'-bipyrazole]-5-yl)urea